ClC=1C=NN(C1C(=O)NC1=NC=C(C=C1C)C#CC1=CC=CC=C1)CC(C)(C)C#N 4-chloro-1-(2-cyano-2-methylpropyl)-N-(3-methyl-5-(phenylethynyl)pyridin-2-yl)-1H-pyrazole-5-carboxamide